5-(benzo[d]thiazol-6-yl)-1-(6-methylpyridin-2-yl)-N-(3-(methylsulfonyl)phenyl)-1H-pyrazole-3-carboxyamide S1C=NC2=C1C=C(C=C2)C2=CC(=NN2C2=NC(=CC=C2)C)CC(=O)NC2=CC(=CC=C2)S(=O)(=O)C